N=1ON=C2C1C=CC(=C2)COC2=C(CN[C@H](CO)C(=O)O)C=C(C(=C2)OCC=2C(=C(C=CC2)C2=CC(=CC=C2)F)Cl)Cl (2-(benzo[c][1,2,5]oxadiazol-5-ylmethoxy)-5-chloro-4-((2-chloro-3'-fluoro-[1,1'-biphenyl]-3-yl)methoxy)benzyl)-D-serine